C(C1=CC=CC=C1)C1=NNC(=N1)C1=CC=CC=C1 3-benzyl-5-phenyl-1H-1,2,4-triazole